3-cyclohexylbenzenesulfonamide C1(CCCCC1)C=1C=C(C=CC1)S(=O)(=O)N